NC=1C=C(C(=O)NC2=CC=C(C=3C=CC=C(C23)S(=O)(=O)[O-])S(=O)(=O)[O-])C=CC1C 4-(3-Amino-4-methylbenzamido)naphthalene-1,5-disulphonate